propane-1,2,2,3,3,3-hexol C(C(C(O)(O)O)(O)O)O